C(C)(C)(C)OC(=O)N1CCC2(CC1)C(C1=CC(=CC=C1C2)C#N)=O 6-cyano-1-oxo-1,3-dihydrospiro[indene-2,4'-piperidine]-1'-carboxylic acid tert-butyl ester